FC=1C=C(CN2CCN3N=C(C(=C32)C(=O)N[C@@H](C)C3=CC=C(C(=O)OC)C=C3)C(F)(F)F)C=CC1 Methyl (S)-4-(1-(1-(3-fluorobenzyl)-6-(trifluoromethyl)-2,3-dihydro-1H-imidazo[1,2-b]pyrazole-7-carboxamido)ethyl)benzoate